C(CCC)C1=C(C(=CC=C1)CCCC)C1=C(C(=C(C=C1)P([O-])([O-])[O-])C1=C(C=CC=C1CCCC)CCCC)C1=CC=CC=C1 bis(2,6-di-n-butylphenyl)-3-phenyl-phenylphosphite